2-fluoro-6-[(2,3,4-trifluorobenzyl)amino]-9-(oxetan-2-yl)-9H-purine FC1=NC(=C2N=CN(C2=N1)C1OCC1)NCC1=C(C(=C(C=C1)F)F)F